[Cl-].CC1=[N+](C=CC=C1)CC1=CC=CC=C1 methyl-1-(phenylmethyl)pyridinium chloride